(S)-8-((3S,5R)-4-acryloyl-3,5-dimethylpiperazin-1-yl)-10-chloro-11-(4-fluorophenyl)-3-methoxy-3,4-dihydro-2H,6H-[1,4]thiazepino[2,3,4-ij]quinazolin-6-one C(C=C)(=O)N1[C@H](CN(C[C@H]1C)C1=NC(N2C3=C(C(=C(C=C13)Cl)C1=CC=C(C=C1)F)SC[C@H](C2)OC)=O)C